3-(((2-methylthiazol-4-yl)methyl)amino)-7,8-dihydro-1,6-naphthyridin CC=1SC=C(N1)CNC=1C=NC=2CCN=CC2C1